BrC1=CC(=C(C=C1C)C(CCCl)=O)C 1-(4-bromo-2,5-dimethylphenyl)-3-chloropropan-1-one